CC1(N(C(OC1)=O)C1=NC(=C(C(=O)NC2=CC=CC(=N2)N2CC(CCC2)N(C(OC(C)(C)C)=O)C)C=C1)N1CCC2(CC2)CC1)C tert-Butyl (1-(6-(6-(4,4-dimethyl-2-oxooxazolidin-3-yl)-2-(6-azaspiro[2.5]octan-6-yl)nicotinamido)pyridin-2-yl)piperidin-3-yl)(methyl)carbamate